ClC1=NC(=C(C2=C1C(=CS2)F)C2=C(C=C(C=C2)F)OC)C(=O)OCC ethyl 4-chloro-3-fluoro-7-(4-fluoro-2-methoxy-phenyl)thieno[3,2-c]pyridine-6-carboxylate